Propenyl phosphate P(=O)(OC=CC)([O-])[O-]